NC1=C(C(=NC(=N1)N1CCC2(CC1)[C@@H](C1=CC=CC=C1C2)N)C#N)Br (S)-6-amino-2-(1-amino-1,3-dihydrospiro[indene-2,4'-piperidine]-1'-yl)-5-bromopyrimidine-4-carbonitrile